C(C)(C)(C)OC(=O)N1CCN(CC(C1)F)C=1N=C(NC(C1Cl)=O)C1=CC(=NC=C1)F 4-[5-chloro-2-(2-fluoro-4-pyridyl)-6-oxo-1H-pyrimidin-4-yl]6-fluoro-1,4-diazacycloheptane-1-carboxylic acid tert-butyl ester